N-(5-Chlorothiazol-2-yl)-2-(3,3-difluorocyclopentyl)-2-(4-(1-(2,2,2-trifluoroethyl)-1H-pyrazol-4-yl)phenyl)acetamide ClC1=CN=C(S1)NC(C(C1=CC=C(C=C1)C=1C=NN(C1)CC(F)(F)F)C1CC(CC1)(F)F)=O